Bis-indolylpyridine N1C(=CC2=CC=CC=C12)C=1C(=NC=CC1)C=1NC2=CC=CC=C2C1